Isoxazole-3-carbonyl chloride O1N=C(C=C1)C(=O)Cl